C1(CC1)C(=O)NC1=NC=C(C(=O)NC([2H])([2H])[2H])C(=C1)NC1=NC=CC=2C=3C(C(N(C12)C)C)=NNN3 6-(cyclopropanecarboxamido)-4-((4,5-dimethyl-4,5-dihydro-2H-[1,2,3]triazolo[4,5-c][1,7]naphthyridin-6-yl)amino)-N-(methyl-d3)nicotinamide